T-butyl (1-fluoro-4-(4,4,5,5-tetramethyl-1,3,2-dioxaborolan-2-yl)-5-((triisopropylsilyl)ethynyl)naphthalen-2-yl)carbamate FC1=C(C=C(C2=C(C=CC=C12)C#C[Si](C(C)C)(C(C)C)C(C)C)B1OC(C(O1)(C)C)(C)C)NC(OC(C)(C)C)=O